(S)-3-(oxetan-2-ylmethyl)-2-((4-(6-(pyrazolo[1,5-a]pyridin-4-ylmethoxy)pyridine-2-yl)piperidin-1-yl)methyl)-3H-imidazo[4,5-b]pyridine-5-carboxylate O1[C@@H](CC1)CN1C(=NC=2C1=NC(=CC2)C(=O)[O-])CN2CCC(CC2)C2=NC(=CC=C2)OCC=2C=1N(C=CC2)N=CC1